methyl (S)-3-((cyanomethyl)amino)-4-(1-((5-methoxy-7-methyl-1H-indol-4-yl)methyl)piperidin-2-yl)benzoate C(#N)CNC=1C=C(C(=O)OC)C=CC1[C@H]1N(CCCC1)CC1=C2C=CNC2=C(C=C1OC)C